N-(1-(4-(pentafluoro-λ6-sulfanyl)phenyl)indol-5-yl)acrylamide FS(C1=CC=C(C=C1)N1C=CC2=CC(=CC=C12)NC(C=C)=O)(F)(F)(F)F